3-Acetyl-N-(2-((dimethylamino)methyl)quinolin-8-yl)benzenesulfonamide C(C)(=O)C=1C=C(C=CC1)S(=O)(=O)NC=1C=CC=C2C=CC(=NC12)CN(C)C